3-(1-(2-methyl-4-nitrobenzoyl)piperidine-4-carboxamido)propylcarbamate CC1=C(C(=O)N2CCC(CC2)C(=O)NCCCNC([O-])=O)C=CC(=C1)[N+](=O)[O-]